C(C(=C)C)(=O)OCCCCCCOC1=CC=C(C=C1)C1=CC=C(C=C1)C(=O)O 4'-((6-(methacryloyloxy)hexyl)oxy)-[1,1'-biphenyl]-4-carboxylic acid